FC1=C(C=CC=C1)C#CC1=CC=C(C(=O)NCC2(CCCCC2)NC(C)C)C=C1 4-((2-fluorophenyl)ethynyl)-N-((1-(isopropylamino)cyclohexyl)methyl)benzamide